3-(((S)-10-Hydroxy-7-((R)-2-phenylpiperazine-1-carbonyl)-7-azaspiro[4.5]decan-10-yl)methyl)-6-(p-tolyl)pyrimidin-4(3H)-one O[C@]1(CCN(CC12CCCC2)C(=O)N2[C@@H](CNCC2)C2=CC=CC=C2)CN2C=NC(=CC2=O)C2=CC=C(C=C2)C